O1CCC(CC1)OCC1=CC=C(C=C1)B(O)O 4-(TETRAHYDROPYRAN-4-YLOXYMETHYl)PHENYLBORONIC ACID